((R)-4-(2-aminooxazolo[4,5-c]pyridin-7-yl)morpholin-2-yl)((S)-1-methyl-6-(trifluoromethyl)-3,4-dihydroisoquinolin-2(1H)-yl)methanone NC=1OC2=C(C=NC=C2N2C[C@@H](OCC2)C(=O)N2[C@H](C3=CC=C(C=C3CC2)C(F)(F)F)C)N1